C1(CC=CC2=NC3=CC=CC=C3N=C12)=O phenazineOne